2-bromoethan-1,1-d2-1-ol BrCC(O)([2H])[2H]